(2S)-2-[[(2-amino-2-oxo-ethyl)-tert-butoxycarbonyl-amino]carbamoyl]pyrrolidine-1-carboxylic acid benzyl ester C(C1=CC=CC=C1)OC(=O)N1[C@@H](CCC1)C(NN(C(=O)OC(C)(C)C)CC(=O)N)=O